N-(2-aminoethyl)-3-aminopropyl-dimethyl-chlorosilane NCCNCCC[Si](Cl)(C)C